6,6'-(6-phenyl-1,3,5-triazine-2,4-diyl)bis(3-phenyl-9-(pyrimidin-2-yl)-9H-carbazole) C1(=CC=CC=C1)C1=NC(=NC(=N1)C=1C=C2C=3C=C(C=CC3N(C2=CC1)C1=NC=CC=N1)C1=CC=CC=C1)C=1C=C2C=3C=C(C=CC3N(C2=CC1)C1=NC=CC=N1)C1=CC=CC=C1